(R)-N-(2-chloro-4-(trifluoromethyl)phenyl)-2-(2-(3,6-dihydro-2H-pyran-4-yl)-5-ethyl-6-(3-methylpiperazin-1-yl)-7-oxo-[1,2,4]triazolo[1,5-a]pyrimidin-4(7H)-yl)acetamide ClC1=C(C=CC(=C1)C(F)(F)F)NC(CN1C=2N(C(C(=C1CC)N1C[C@H](NCC1)C)=O)N=C(N2)C=2CCOCC2)=O